CO[C@@]1([C@H]([C@@H](O[C@@H]1CO)N1C=NC=2C(=O)NC(N)=NC12)O)O 3'-methoxyguanosine